FC=1C=C(C(=O)Cl)C=C(C1F)[N+](=O)[O-] 3,4-difluoro-5-nitrobenzoyl chloride